Cl.ClC1=CC=C(C=C1)C1CNCC12CCC2 8-(4-chlorophenyl)-6-azaspiro[3.4]octane hydrochloride